tert-butyl (2-acetamido-5-methoxypyridin-4-yl)carbamate C(C)(=O)NC1=NC=C(C(=C1)NC(OC(C)(C)C)=O)OC